ClC=1C(=C(C=C(C1)F)[C@H](C)NCCNCC(=O)OCC)COC1=CC=C(C=C1)OC (S)-Ethyl 2-(2-(1-(3-chloro-5-fluoro-2-((4-methoxyphenoxy)methyl)phenyl) ethylamino) ethylamino)acetate